1-(6-chloropyridazin-4-yl)-3-(trifluoromethyl)-5,6-dihydro-4H-indazol-7-one ClC1=CC(=CN=N1)N1N=C(C=2CCCC(C12)=O)C(F)(F)F